2-chloro-6-isopropyl-furo[2,3-b]pyrazine-7-carbonitrile ClC=1N=C2C(=NC1)OC(=C2C#N)C(C)C